(2-(1H-pyrazol-4-yl)-4-(2-(6-(trifluoromethyl)imidazo[1,2-a]pyridin-3-yl)pyrimidin-4-yl)piperazin-1-yl)(1-(2-hydroxyethyl)-1H-pyrazol-4-yl)methanone N1N=CC(=C1)C1N(CCN(C1)C1=NC(=NC=C1)C1=CN=C2N1C=C(C=C2)C(F)(F)F)C(=O)C=2C=NN(C2)CCO